OC1=C(C=C(C=C1C(C)(C)C)C(C)(C)C)N1N=C2C(=N1)C=CC=C2 2-(2-hydroxy-3,5-di-t-Butylphenyl)benzotriazole